C(C)(C)(C)OC(=O)N1CC2=CC(=CC(=C2C1)N1CCCC2=CC(=C(C=C12)C(F)F)C=1C=NN(C1)C)C1=CCC(CC1)O 4-(7-(diFluoromethyl)-6-(1-methyl-1H-pyrazol-4-yl)-3,4-dihydroquinolin-1(2H)-yl)-6-(4-hydroxycyclohexan-1-En-1-yl)isoindoline-2-carboxylic acid tert-butyl ester